P(=O)(OOCCCCCCCCCCCC(OCCCCCCCC)OCCCCCCCC)([O-])[O-] di-octyloxydodecyloxy phosphate